COC1=C(CN(S(=O)(=O)C2=NC=CC(=C2)NC(=O)C=2C(=NC=3CC(CCC3C2)(C)C)N2CC(C(CC2)(F)F)C)CC2=C(C=C(C=C2)OC)OC)C=CC(=C1)OC N-(2-(N,N-bis(2,4-dimethoxybenzyl)sulfamoyl)pyridin-4-yl)-2-(4,4-difluoro-3-methylpiperidin-1-yl)-7,7-dimethyl-5,6,7,8-tetrahydroquinoline-3-carboxamide